ClC1=CC2=C(N(C=CN2C)C2CCNCC2)N=C1 7-chloro-1-methyl-4-(piperidin-4-yl)-1,4-dihydropyrido[2,3-b]pyrazine